4-(4-Bromo-2,3-difluoro-phenyl)-1-(2,2-difluoroethyl)-3-methyl-pyrazole BrC1=C(C(=C(C=C1)C=1C(=NN(C1)CC(F)F)C)F)F